2-(2-(cyclopropanesulfonylamino)thiazol-4-yl)-N-(2-methoxy-4-(5-methylpyridin-3-yl)phenyl)-2-methylpropanamide C1(CC1)S(=O)(=O)NC=1SC=C(N1)C(C(=O)NC1=C(C=C(C=C1)C=1C=NC=C(C1)C)OC)(C)C